N1=C(C=CC=C1)CN(CC1=NC=CC=C1)CC=1C(OC2=C(C1)C=C1C(=C2)C=C(C=C1)NC)=O 3-{[bis(pyridin-2-ylmethyl)amino]methyl}-8-(methylamino)-2H-benzo[g]benzopyran-2-one